NC1=NC=C(C=C1O[C@H](C)C=1C=C(C=CC1)NC(C1=CC(=CC=C1)C1(CC1)C#N)=O)Cl (R)-N-(3-(1-((2-amino-5-chloropyridin-3-yl)oxy)ethyl)phenyl)-3-(1-cyanocyclopropyl)benzamide